ClC1=NC2=C(C(=C(C=C2C(=N1)N1[C@@H]2CN([C@H](C1C=C)CC2)C(=O)OC(C)(C)C)F)C2=CC(=CC1=CC=CC=C21)OCOC)F tert-butyl (1S,4S)-5-(2-chloro-6,8-difluoro-7-(3-(methoxymethoxy)naphthalen-1-yl)quinazolin-4-yl)-6-vinyl-2,5-diazabicyclo[2.2.2]octane-2-carboxylate